3alpha-Hydroxy-5beta-chola-7,9(11)-dien-24-oic Acid O[C@H]1C[C@H]2CC=C3[C@@H]4CC[C@H]([C@@H](CCC(=O)O)C)[C@]4(CC=C3[C@]2(CC1)C)C